C(CCCCCCC\C=C/CCCCCCCC)(=O)N([C@@H](COP(=O)(O)O)C(=O)O)C(CCCCCCC\C=C/CCCCCCCC)=O dioleoyl-phosphoserine